(1-aminoethyl)-2-oxopyrrolidine-1-carboxamide NC(C)C1C(N(CC1)C(=O)N)=O